S1C=NC(=C1)C(=O)OCCNC(=O)OC(C)(C)C 2-[(tert-butoxycarbonyl) amino]Ethyl 1,3-thiazole-4-carboxylate